C[C@@H]1CN(C[C@@H]2COC3=CC=4CCNCC4C=C3CN21)C2=C1C=CC=NC1=C(C=C2)C#N 5-((4R,14aR)-4-methyl-3,4,8,9,10,11,14,14a-octahydro-1H-pyrazino[2',1':3,4][1,4]oxazepino[7,6-g]isoquinolin-2(6H)-yl)quinoline-8-carbonitrile